CN(C)CC1=CC=C(C=C1)S(=O)(=O)NC(CC1=C(C=C(C=C1C(C)C)C1=C2C=CN=CC2=CC=C1)C(C)C)=O N-{4-[(dimethylamino)methyl]benzene-sulfonyl}-2-[4-(isoquinolin-5-yl)-2,6-bis(propan-2-yl)phenyl]acetamide